3-Iodotyrosine IC=1C=C(C[C@H](N)C(=O)O)C=CC1O